2-(6-{5-chloro-2-[(oxan-4-yl)amino]pyrimidin-4-yl}-1-oxo-2,3-dihydro-1H-isoindol-2-yl)-N-[1-(4-chlorophenyl)-2-hydroxyethyl]acetamide ClC=1C(=NC(=NC1)NC1CCOCC1)C1=CC=C2CN(C(C2=C1)=O)CC(=O)NC(CO)C1=CC=C(C=C1)Cl